F[C@H]1C[C@H](N(C1)C(CN1CCC(CC1)NC=1C=C2C=CC=NC2=C(C1)F)=O)C#N (2S,4S)-4-fluoro-1-[2-[4-[(8-fluoro-6-quinolyl)amino]-1-piperidyl]acetyl]pyrrolidine-2-carbonitrile